N-(5-chloro-2-methylphenyl)-1-(2-chloro-3-hydroxy-4-methylphenyl)-1H-1,2,3-triazole-4-carboxamide ClC=1C=CC(=C(C1)NC(=O)C=1N=NN(C1)C1=C(C(=C(C=C1)C)O)Cl)C